N-(3-chloro-1-(pyridin-3-yl)-1H-pyridin-4-yl)-2-methyl-2-(methylsulfonyl)propionamide ClC=1CN(C=CC1NC(C(C)(S(=O)(=O)C)C)=O)C=1C=NC=CC1